1-Tert-butyl-5-fluoro-N-{4-methyl-3-[5-(morpholin-4-yl)-[1,2,4]triazolo[1,5-a]pyridin-7-yl]phenyl}pyrazole-4-carboxamide C(C)(C)(C)N1N=CC(=C1F)C(=O)NC1=CC(=C(C=C1)C)C1=CC=2N(C(=C1)N1CCOCC1)N=CN2